(2R)-1,1,1-trifluoro-3-(2-pyridyl)propan-2-amine FC([C@@H](CC1=NC=CC=C1)N)(F)F